N1=C(C=CC=C1)C1CCCCC(CC1)=O pyridinylcyclooctan-6-one